F[C@@H]1[C@@H](C1)C(=O)NC=1N=C2N(C=C(C=C2)C2=C(C(=CC=C2)F)C)C1 (1s,2s)-2-fluoro-N-(6-(3-fluoro-2-methylphenyl)imidazo[1,2-a]pyridin-2-yl)cyclopropane-1-carboxamide